C1(=C(C(=CC=C1)O)O)C1=CC=CC=C1 p-biphenyldiol